Cl.C(C1=CC=CC=C1)OC1=CC(=C(N)C(=C1)C)C 4-(benzyloxy)-2,6-dimethylaniline hydrochloride